CC1C(CC(C(N1CC(F)(F)F)=O)NC(=O)C=1OC2=C(C1)CC1(C(NC3=NC=CC=C31)=O)CC2)C2=C(C(=CC=C2F)F)F N-(6-methyl-2-oxo-1-(2,2,2-trifluoroethyl)-5-(2,3,6-trifluorophenyl)piperidin-3-yl)-2'-oxo-1',2',6,7-tetrahydro-4H-spiro[benzofuran-5,3'-pyrrolo[2,3-b]pyridine]-2-carboxamide